2-[3-(3,5-dibromophenyl)ureido]-4-methoxy-N-methylbenzamide BrC=1C=C(C=C(C1)Br)NC(NC1=C(C(=O)NC)C=CC(=C1)OC)=O